2-(3,5-dichloro-4-((1-isopropyl-6-oxo-1,6-dihydropyridin-3-yl)oxy)phenyl)-1,2,4-triazine-3,5(2h,4h)-dione ClC=1C=C(C=C(C1OC1=CN(C(C=C1)=O)C(C)C)Cl)N1N=CC(NC1=O)=O